3-(2-chlorophenyl)-4-[1-(3-hydroxypropyl)indol-3-yl]-1H-pyrrole-2,5-dione ClC1=C(C=CC=C1)C=1C(NC(C1C1=CN(C2=CC=CC=C12)CCCO)=O)=O